5-oxo-1,4-diazepan-1-carboxylic acid tert-butyl ester C(C)(C)(C)OC(=O)N1CCNC(CC1)=O